N-[2-[1-(2-ethylsulfanyl-3,6-dimethyl-4-oxo-chromen-8-yl)ethylamino]phenyl]sulfonylacetamide C(C)SC=1OC2=C(C=C(C=C2C(C1C)=O)C)C(C)NC1=C(C=CC=C1)S(=O)(=O)NC(C)=O